Tetrabromobisphenol-S C1=C(C=C(C(=C1Br)O)Br)S(=O)(=O)C2=CC(=C(C(=C2)Br)O)Br